tert-butyl (4-(6-(3,6-dihydro-2H-pyran-4-yl)pyrrolo[2,1-f][1,2,4]triazin-4-yl)-2-methylbenzyl)carbamate O1CCC(=CC1)C=1C=C2C(=NC=NN2C1)C1=CC(=C(CNC(OC(C)(C)C)=O)C=C1)C